N(=[N+]=[N-])CCCC(C(=O)N)(CC(C)C)SC(=S)SCC 3-azidopropyl-ethylsulphanylcarbothioylsulphanyl-4-methyl-pentanamide